C1(=CC=CC2=C(C=CC=C12)N1C(=CC=C1)C)N1C(=CC=C1)C 1,1'-(1,5-naphthalenediyl)bis[2-methylpyrrole]